(1R,3R,5R)-2-azabicyclo[3.1.0]hexane-2,3-dicarboxylic acid 2-tert-butyl 3-ethyl ester C(C)OC(=O)[C@@H]1N([C@@H]2C[C@@H]2C1)C(=O)OC(C)(C)C